2,8,9-trimethyl-7-(3-(4-methylpyridin-3-yl)-7,8-dihydro-1,6-naphthyridin-6(5H)-yl)-4H-pyrimido[1,2-b]pyridazin-4-one CC=1N=C2N(N=C(C(=C2C)C)N2CC=3C=C(C=NC3CC2)C=2C=NC=CC2C)C(C1)=O